ethyl (5Z,8Z,11Z,14Z,17Z)-eicosa-5,8,11,14,17-pentaenoate C(CCC\C=C/C\C=C/C\C=C/C\C=C/C\C=C/CC)(=O)OCC